8-oxa-6-azaspiro[2.5]octan-7-one C1CC12CCNC(O2)=O